2-Cyclopropyl-4-(4-(2,2-difluoroethyl)-1-((5-methoxy-7-methyl-1H-indol-4-yl)methyl)piperazin-2-yl)benzoic acid C1(CC1)C1=C(C(=O)O)C=CC(=C1)C1N(CCN(C1)CC(F)F)CC1=C2C=CNC2=C(C=C1OC)C